C(#N)CNCCN(CCN1C(N(CC1)CCN(CC#N)CC#N)=O)CCNCC#N 2,2'-((2-(3-(2-(bis(2-((cyanomethyl)amino)ethyl)amino)ethyl)-2-oxoimidazolidin-1-yl)ethyl)azanediyl)diacetonitrile